tert-butyl 3-bromo-5-chloro-7-cyanoindole-1-carboxylate BrC1=CN(C2=C(C=C(C=C12)Cl)C#N)C(=O)OC(C)(C)C